methoxy-1-(3-phenylpropyl)-2-(o-tolyl)-1H-benzo[d]Imidazole COC1=CC=CC=2N(C(=NC21)C2=C(C=CC=C2)C)CCCC2=CC=CC=C2